CC1CN(CCN1)C(=O)[O-] 3-methyl-piperazine-1-Carboxylate